5-chloro-N-(5-chloro-1,3-thiazol-2-yl)-2-fluoro-4-[(4-{[2-(methylamino)ethyl]-amino}butyl)amino]benzenesulfonamide ClC=1C(=CC(=C(C1)S(=O)(=O)NC=1SC(=CN1)Cl)F)NCCCCNCCNC